C1(=CC(=CC=C1)C1=C(C=C(C=C1O)CCCCC)O)C 2-(m-tolyl)-5-pentyl-benzene-1,3-diol